Cl.NCCNC(C1=CC=C(C=C1)OC[C@@H]1CNCC[C@H]1C1=CC=C(C=C1)F)=O N-(2-aminoethyl)-4-(((3S,4R)-4-(4-fluorophenyl)piperidin-3-yl)methoxy)benzamide hydrochloride